O1C2=C(OCC1)C=C(C=C2)NC(=O)C=2C=CC1=C(C=3N(CCO1)C=NC3)C2 N-(2,3-Dihydrobenzo[b][1,4]dioxin-6-yl)-5,6-dihydrobenzo[f]imidazo[1,5-d][1,4]oxazepine-10-carboxamide